6-(pyrrolidin-1-yl)pyridin-2-ol N1(CCCC1)C1=CC=CC(=N1)O